2-((1R,5S,6s)-3-(2-((1-Methylazetidin-3-yl)oxy)-6-(trifluoromethyl)pyrimidin-4-yl)-3-azabicyclo[3.1.0]hex-6-yl)acetic acid CN1CC(C1)OC1=NC(=CC(=N1)N1C[C@@H]2C([C@@H]2C1)CC(=O)O)C(F)(F)F